1,3-bis(vinylsulfonyl)-2-propanol C(=C)S(=O)(=O)CC(CS(=O)(=O)C=C)O